(R)-6-phenyl-4-azaspiro[2.4]heptane-4-carboxylic acid tert-butyl ester C(C)(C)(C)OC(=O)N1C2(CC2)C[C@@H](C1)C1=CC=CC=C1